CC(CCC(=O)SCCNC(CCNC([C@@H](C(COP(OP(OC[C@@H]1[C@H]([C@H]([C@@H](O1)N1C=NC=2C(N)=NC=NC12)O)OP(=O)(O)O)(=O)O)(=O)O)(C)C)O)=O)=O)C 4-methylpentanoyl-coenzyme A